C(\C(\C)=C/C(=O)[O-])(=O)OCCCC butyl citraconate